4-(6-Chloro-3-methyl-1H-pyrazolo[4,3-c]pyridin-1-yl)-3-methoxy-N-phenylbenzamide ClC1=CC2=C(C=N1)C(=NN2C2=C(C=C(C(=O)NC1=CC=CC=C1)C=C2)OC)C